C(C1=CC=CC=C1)SC=1C=C2C(=NC(=NC2=CC1)N1C2CN(CC1CC2)C(=O)OC(C)(C)C)C2=NOC(=N2)C tert-butyl 8-(6-(benzylthio)-4-(5-methyl-1,2,4-oxadiazol-3-yl) quinazolin-2-yl)-3,8-diazabicyclo[3.2.1]octane-3-carboxylate